FC(C)(F)C1=NC=C(C(=N1)OC1=CC=CC=C1)C(=O)N[C@H](/C=C/S(=O)(=O)C)[C@H](C)OC 2-(1,1-difluoroethyl)-N-((3R,4S,E)-4-methoxy-1-(methylsulfonyl)pent-1-en-3-yl)-4-phenoxypyrimidine-5-carboxamide